N-methyl-N-phenylindole-2-carboxamide CN(C(=O)C=1NC2=CC=CC=C2C1)C1=CC=CC=C1